2-((1-(2,7-dimethyl-3-(2-methylbenzo[d]thiazol-6-yl)-1-oxo-1,2-dihydroisoquinolin-5-yl)ethyl)amino)benzoic acid CN1C(C2=CC(=CC(=C2C=C1C1=CC2=C(N=C(S2)C)C=C1)C(C)NC1=C(C(=O)O)C=CC=C1)C)=O